2-(3,5-dichlorophenyl)-5-(3,4-dimethoxyphenyl)-N4-(piperidin-4-yl)pyrimidine-2,4-diamine ClC=1C=C(C=C(C1)Cl)C1(NC=C(C(=N1)NC1CCNCC1)C1=CC(=C(C=C1)OC)OC)N